3-(2-(1H-indol-2-yl)ethyl)-6-(3,4-diaminophenyl)quinazolin-4(3H)-one N1C(=CC2=CC=CC=C12)CCN1C=NC2=CC=C(C=C2C1=O)C1=CC(=C(C=C1)N)N